C(C(C)C)NCCCCCCCCCCCCN N1-isobutyldodecane-1,12-diamine